N[C@H]1C[C@H](C1)C(=O)N1OCC[C@H]1C1=C(C=C(C=C1)F)F (cis-3-aminocyclobutyl)((S)-3-(2,4-difluorophenyl)isoxazolidin-2-yl)methanone